CC=1OC=C(N1)CC(=O)NC1=NC=CC(=C1)C1=C(C2=NC=CC=C2N1)C1=NC=CC=C1 2-(2-methyloxazol-4-yl)-N-[4-[3-(2-pyridyl)-1H-pyrrolo[3,2-b]pyridin-2-yl]-2-pyridyl]acetamide